O.N(S(=O)(=O)C(F)(F)F)S(=O)(=O)C(F)(F)F.[Cu+2] copper (II) triflimide hydrate